4-((5-chloro-2-phenylthiazol-4-yl)methyl)-N-hydroxy-2,2-dimethyl-3-oxo-3,4-dihydro-2H-benzo[b][1,4]oxazine-6-carboxamide ClC1=C(N=C(S1)C1=CC=CC=C1)CN1C2=C(OC(C1=O)(C)C)C=CC(=C2)C(=O)NO